COC(C1=CC(=CC=C1)C=1C=C2C=NN(C2=CC1)COCC[Si](C)(C)C)=O 3-(1-((2-(trimethylsilyl)ethoxy)methyl)-1H-indazol-5-yl)benzoic acid methyl ester